2,6-bis((2-methoxypropan-2-yl)oxy)-5'-methyl-4-pentyl-2'-(prop-1-en-2-yl)-1,1'-biphenyl COC(C)(C)OC1=C(C(=CC(=C1)CCCCC)OC(C)(C)OC)C1=C(C=CC(=C1)C)C(=C)C